2-[(1R)-1-(2-aminoethyl)-5-{5-chloro-2-[(oxan-4-yl)amino]pyrimidin-4-yl}-3-oxo-2,3-dihydro-1H-isoindol-2-yl]-N-[(1R)-1-(3-methoxyphenyl)ethyl]acetamide NCC[C@H]1N(C(C2=CC(=CC=C12)C1=NC(=NC=C1Cl)NC1CCOCC1)=O)CC(=O)N[C@H](C)C1=CC(=CC=C1)OC